NC=1C=C(OC2(CC=C(C=C2)C2=CC=CC=C2)OC2=CC(=CC=C2)N)C=CC1 4,4-bis(3-aminophenoxy)biphenyl